FC(OC1=C(C(=C(OC=2N=NC(=C(C2C(=O)NC2=CC(=CC=C2)S(=O)(C)=N)C)C(F)(F)F)C=C1)F)F)F 3-[4-(difluoromethoxy)-2,3-difluorophenoxy]-N-{3-[imino(methyl)oxo-λ6-sulfanyl]phenyl}-5-methyl-6-(trifluoromethyl)pyridazine-4-carboxamide